C(C)OC=1C=C(C=CC1OC)C(CS(=O)(=O)C)N1C(C2=CC=C(C(=C2C1=O)NC(C)=O)F)=O N-(2-(1-(3-ethoxy-4-methoxyphenyl)-2-(methylsulfonyl)ethyl)-5-fluoro-1,3-dioxoisoindolin-4-yl)acetamide